7-((2-hydroxyethyl)sulfonyl)-2-(5-((S)-3-methoxy-2-methyl-3-oxopropyl)pyridin-3-yl)-2,6,6-trimethylheptanoic acid OCCS(=O)(=O)CC(CCCC(C(=O)O)(C)C=1C=NC=C(C1)C[C@@H](C(=O)OC)C)(C)C